3-hydroxy-2-(hydroxymethyl)propyl-(9z,12z)-octadec-9,12-dienoic acid OCC(CC(C(=O)O)CCCCCC\C=C/C\C=C/CCCCC)CO